4-benzyloxy-2-[2-(3,4-difluoro-2-methyl-phenoxy)-4-methyl-5-(trifluoromethyl)-3-pyridyl]-N-methyl-1,6-naphthyridin-5-amine C(C1=CC=CC=C1)OC1=CC(=NC=2C=CN=C(C12)NC)C=1C(=NC=C(C1C)C(F)(F)F)OC1=C(C(=C(C=C1)F)F)C